1-ethyl-3,5,7-trimethyl-1,3-dihydro-azepin-2-one C(C)N1C(C(C=C(C=C1C)C)C)=O